1-(6-methylquinolin-2-yl)cyclobutan-1-ol CC=1C=C2C=CC(=NC2=CC1)C1(CCC1)O